3-amino-N-[(3R)-7-[(5S,9S)-9-amino-2-oxa-7-azaspiro[4.4]nonan-7-yl]-3,4-dihydro-2H-1-benzopyran-3-yl]-6-methylthieno[2,3-b]pyridine-2-carboxamide NC1=C(SC2=NC(=CC=C21)C)C(=O)N[C@H]2COC1=C(C2)C=CC(=C1)N1C[C@@]2(CCOC2)[C@@H](C1)N